ClC=1C=C(C=CC1)C#C\C=C/1\C(CN(CC1)C(CC1CC(OCC1)(C)C)=O)(C)C 1-{(4E)-4-[3-(3-chlorophenyl)prop-2-yn-1-ylidene]-3,3-dimethylpiperidin-1-yl}-2-(2,2-dimethyltetrahydro-2H-pyran-4-yl)ethanone